FC1=CC(=C(C=2C3=C(C(NC12)(C)C)C(=NN3C)C)C)C3=C1C=CN(C1=CC(=C3)F)S(=O)(=O)C 6-fluoro-8-(6-fluoro-1-methylsulfonylindol-4-yl)-1,3,4,4,9-pentamethyl-5H-pyrazolo[4,3-c]quinoline